(R)-4-amino-N-((5-ethoxy-2-methylbenzo[d]thiazol-6-yl)methyl)-7-fluoro-3-methyl-1,3-dihydrofuro[3,4-c]quinoline-8-carboxamide NC1=NC=2C=C(C(=CC2C2=C1[C@H](OC2)C)C(=O)NCC2=CC1=C(N=C(S1)C)C=C2OCC)F